3,5-bis(4-amino-3-methylphenoxy)benzoic acid NC1=C(C=C(OC=2C=C(C(=O)O)C=C(C2)OC2=CC(=C(C=C2)N)C)C=C1)C